ClC1=C(C=CC=C1C1=NC=NC(=C1Cl)C1=CC(=C(C=C1)CNC1CC(C1)O)OC)C1=CC=C(C(=N1)OC)CNC1CC(C1)O (1r,3r)-3-(((6-(2-chloro-3-(5-chloro-6-(4-((((1s,3s)-3-hydroxycyclobutyl)amino)methyl)-3-methoxyphenyl)pyrimidin-4-yl)phenyl)-2-methoxypyridin-3-yl)methyl)amino)cyclobutan-1-ol